2-chloro-N-(2-furylmethylcarbamoyl)acetamide 3-propyl-terephthalate C(CC)C=1C=C(C(=O)O)C=CC1C(=O)O.ClCC(=O)NC(NCC=1OC=CC1)=O